6-chloro-1-(3-(iodomethyl)azetidin-1-yl)-4-isopropyl-2,7-naphthyridine ClC=1C=C2C(=CN=C(C2=CN1)N1CC(C1)CI)C(C)C